1,1-bis(4-hydroxylphenyl)-1-phenyl-ethane tert-butyl-(3-chloro-5-(4,4,5,5-tetramethyl-1,3,2-dioxaborolan-2-yl)benzyl)(cyclopropyl)carbamate C(C)(C)(C)OC(N(C1CC1)CC1=CC(=CC(=C1)B1OC(C(O1)(C)C)(C)C)Cl)=O.OC1=CC=C(C=C1)C(C)(C1=CC=CC=C1)C1=CC=C(C=C1)O